tricyclo[1.1.0.02,4]butane C12C3C2C31